benzyl (3-((3-(benzo[d]thiazol-2-yl)-4,5,6,7-tetrahydrothieno[2,3-c]pyridin-2-yl)amino)-3-oxopropyl)(sec-butyl)carbamate hydrochloride Cl.S1C(=NC2=C1C=CC=C2)C2=C(SC=1CNCCC12)NC(CCN(C(OCC1=CC=CC=C1)=O)C(C)CC)=O